methylfuryl-silane C[SiH2]C=1OC=CC1